N1C(C=CC2=CC=CN=C12)=O 1,8-Naphthyridin-2(1H)-one